(3-fluorophenyl)-2-(6-(4-(4-methylpiperazin-1-yl)phenyl)-4-oxo-2H-benzo[e][1,3]oxazin-3(4H)-yl)-N-(thiazol-2-yl)acetamide FC=1C=C(C=CC1)C(C(=O)NC=1SC=CN1)N1COC2=C(C1=O)C=C(C=C2)C2=CC=C(C=C2)N2CCN(CC2)C